C1(=CC=CC=C1)SC1=C(C=CC=C1)C1(C2=CC=CC=C2OC=2C=CC=CC12)O 9-(2-(phenylsulfanyl)phenyl)-9H-xanthen-9-ol